C(CC)C(C(=O)OCC)(C(C(=O)OCC)(CCC)CCC)CCC diethyl 2,2,3,3-tetrapropylsuccinate